2-(5-Chloro-1-methyl-3-(5-methylisoxazol-3-yl)-1H-pyrazol-4-yl)-1-(9-(3,3-dimethylbutyl)-3,9-diazaspiro[5.5]undecan-3-yl)ethan-1-one ClC1=C(C(=NN1C)C1=NOC(=C1)C)CC(=O)N1CCC2(CC1)CCN(CC2)CCC(C)(C)C